tert-butyl(2-amino-5-(4-(methyl(2-(methylthio)ethyl)amino)piperidin-1-yl)phenyl)carbamate C(C)(C)(C)OC(NC1=C(C=CC(=C1)N1CCC(CC1)N(CCSC)C)N)=O